tert-butyl ((cis-3-hydroxypiperidin-4-yl)methyl)carbamate O[C@@H]1CNCC[C@@H]1CNC(OC(C)(C)C)=O